disilyldiethylbenzyl malonate C(CC(=O)[O-])(=O)OC(C1=C(C(=CC=C1)[SiH3])[SiH3])(CC)CC